BrC=1C=CC=C2C(=NN(C12)CCOC)C 7-bromo-1-(2-methoxyethyl)-3-methyl-1H-indazole